FC(C1(CC1)CNC1=CC=C(C=C1)C1CN(C1)C(=O)OC(C)(C)C)(F)F tert-butyl 3-[4-[[1-(trifluoromethyl)cyclopropyl]methylamino]phenyl]azetidine-1-carboxylate